BrC=1C=CC(=C(C1)C[C@@H](C(=O)NC1=CC=C(C=C1)C=1N(C=NC1)C)NC(OC(C)(C)C)=O)Cl tert-butyl N-[(1S)-1-[(5-bromo-2-chloro-phenyl)methyl]-2-[4-(3-methylimidazol-4-yl)anilino]-2-oxo-ethyl]carbamate